5-((4-(bis(4-fluorophenyl)methyl)piperazin-1-yl)methyl)-2-(2,4-dioxotetrahydropyrimidin-1(2H)-yl)isoindoline-1,3-dione FC1=CC=C(C=C1)C(N1CCN(CC1)CC=1C=C2C(N(C(C2=CC1)=O)N1C(NC(CC1)=O)=O)=O)C1=CC=C(C=C1)F